(R,E)-4-(but-3-en-1-yl)-1-((R)-1-((1S,2S)-2-(((S)-2,2-dimethyl-6-vinylchroman-4-yl)carbamoyl)cyclopropyl)-3-methoxypropyl)-4-ethyl-6-oxotetrahydropyrimidin C(CC=C)[C@]1(NCN(C(C1)=O)[C@H](CCOC)[C@@H]1[C@H](C1)C(N[C@H]1CC(OC2=CC=C(C=C12)C=C)(C)C)=O)CC